(3-(3-(N-((1,2,3,5,6,7-hexahydro-s-indacen-4-yl)carbamoyl)sulfamoyl)-1H-pyrazol-1-yl)cyclohex-1-en-1-yl)boronic acid C1CCC2=C(C=3CCCC3C=C12)NC(=O)NS(=O)(=O)C1=NN(C=C1)C1C=C(CCC1)B(O)O